1-(4-(3,4-dichlorophenyl)-5-(isopropylsulfanyl)thiazol-2-yl)-4-(3-(methoxymethyl)phenyl)-3-methyl-1H-pyrazole-5-carboxylic acid ClC=1C=C(C=CC1Cl)C=1N=C(SC1SC(C)C)N1N=C(C(=C1C(=O)O)C1=CC(=CC=C1)COC)C